(S)-1-((S)-4-Amino-8-(3-hydroxy-2,6-dimethylphenyl)pyrido[3,4-d]pyrimidin-6-yl)-3-methylpyrrolidin-3-ol NC=1C2=C(N=CN1)C(=NC(=C2)N2C[C@](CC2)(O)C)C2=C(C(=CC=C2C)O)C